N-[[(3S)-3-piperidinyl]methyl]methanesulfonamide N1C[C@H](CCC1)CNS(=O)(=O)C